(4-chlorophenylcarbamothioyl)hydrazine-1-carboxamide ClC1=CC=C(C=C1)NC(=S)N(N)C(=O)N